CN(CC(=O)O)C1=NC2=CC=C(C=C2C(=C1)C1=CC=CC=C1)CCC 2-[methyl-(4-phenyl-6-propylquinolin-2-yl)amino]acetic acid